ClC=1C(=C2C=NC(=NN2C1C1CCCC1)N[C@H]1[C@@H](COCC1)F)F 6-chloro-7-cyclopentyl-5-fluoro-N-((3S,4R)-3-fluorotetrahydro-2H-pyran-4-yl)pyrrolo[2,1-f][1,2,4]triazin-2-amine